COC(=O)N1[C@H](CCC2=C3C(=CC=C12)N(C(=N3)C(C)C3=CC=CC=C3)[C@@H]3CC[C@H](CC3)C(=O)OC)C.C([2H])([2H])([2H])C3([Se]CCCC3)C(CS(=O)(=O)CC3=CC=CC=C3)C3=CC=CC=C3 (methyl-d3)1-phenyl-2-toluenesulfonylethyl-selenane methyl-(7S)-7-methyl-2-(1-phenylethyl)-3-[trans-4-(methoxycarbonyl)cyclohexyl]-3H,6H,7H,8H,9H-imidazo[4,5-f]quinoline-6-carboxylate